(2S,3R,4R,5S)-2-(hydroxymethyl)-1-(((R)-1-(4-(trifluoromethyl)pyridin-2-yl)pyrrolidin-3-yl)methyl)piperidine-3,4,5-triol OC[C@@H]1N(C[C@@H]([C@H]([C@@H]1O)O)O)C[C@@H]1CN(CC1)C1=NC=CC(=C1)C(F)(F)F